OC1(CC(C1)C1=CC=C2C=CC(=NC2=N1)C1=C(C=C(C=C1C)C)O)C 2-[7-(3-hydroxy-3-methyl-cyclobutyl)-1,8-naphthyridin-2-yl]-3,5-dimethyl-phenol